(S)-3-methyl-2,3,4,7-tetrahydro-1H-azepin-3-amine bisTFA salt OC(=O)C(F)(F)F.OC(=O)C(F)(F)F.C[C@]1(CNCC=CC1)N